CC(CCCC(=O)[O-])(C)OC 3-methyl-3-methoxybutylacetate